4-(4',5'-dimethyl-2H,2'H-[3,3'-bipyrazol]-5-yl)piperidin CC1=C(NN=C1C)C=1NN=C(C1)C1CCNCC1